N-(4-{[6-(5-chloro-2-fluorophenyl)pyridazin-4-yl]amino}pyridin-2-yl)-3-[(3-acetamidopropyl)amino]propanamide ClC=1C=CC(=C(C1)C1=CC(=CN=N1)NC1=CC(=NC=C1)NC(CCNCCCNC(C)=O)=O)F